3-(1-oxo-5-(piperidin-4-ylidenemethyl)isoindolin-2-yl)piperidine-2,6-dione hydrochloride Cl.O=C1N(CC2=CC(=CC=C12)C=C1CCNCC1)C1C(NC(CC1)=O)=O